rac-(3S,4R)-4-[(1-chloropyrido[3,4-d]pyridazin-4-yl)amino]tetrahydropyran-3-ol ClC1=C2C(=C(N=N1)N[C@H]1[C@@H](COCC1)O)C=NC=C2 |r|